FC(C1=CC(=NC(=C1)C(F)(F)F)N1[C@@H](C[C@H](C1)O)C(=O)N(C)C1=CC=C(C=C1)F)(F)F (2S,4R)-1-(4,6-bis(trifluoromethyl)pyridin-2-yl)-N-(4-fluorophenyl)-4-hydroxy-N-methylpyrrolidine-2-carboxamide